1-Cyclohexyl-2-phenylethyl ((S)-4-methyl-1-oxo-1-(((S)-1-oxo-3-((S)-2-oxopyrrolidin-3-yl)propan-2-yl)amino)pentan-2-yl)carbamate CC(C[C@@H](C(N[C@H](C=O)C[C@H]1C(NCC1)=O)=O)NC(OC(CC1=CC=CC=C1)C1CCCCC1)=O)C